C1N(CC12CCOCC2)C2=CC=C(C=C2)N2N=NC1=C2C=C(C(=C1C(F)(F)F)F)O 1-(4-(7-Oxa-2-azaspiro[3.5]nonan-2-yl)phenyl)-5-fluoro-4-(trifluoromethyl)-1H-benzo[d][1,2,3]triazol-6-ol